FC(C1=C(CCC2CN(CCC2)C2=CN=CC(=N2)C2CCN(CC2)C(C)=O)C=CC=C1)(F)F 1-(4-(6-(3-(2-(Trifluoromethyl)phenethyl)piperidin-1-yl)pyrazin-2-yl)piperidin-1-yl)ethan-1-one